(R)-5-formyl-2-methyl-N-(1-(naphthalen-1-yl)ethyl)benzamide C(=O)C=1C=CC(=C(C(=O)N[C@H](C)C2=CC=CC3=CC=CC=C23)C1)C